ClC1=CC(=NC(=N1)SC)C=1C=C(N)C=CC1C 3-(6-chloro-2-(methylthio)pyrimidin-4-yl)-4-methylaniline